C(C)(=O)OC(C)OP(=O)(CCC)OC1=C(C(=CC(=C1)CCCCC)OP(=O)(CCC)OC(C)OC(C)=O)C1C(CCC(=C1)C)C(=C)C 1-((((6-(((1-acetoxyethoxy)(propyl)phosphoryl)oxy)-5'-methyl-4-pentyl-2'-(prop-1-en-2-yl)-1',2',3',4'-tetrahydro-[1,1'-biphenyl]-2-yl)oxy)(propyl)phosphoryl)oxy)ethyl acetate